1-(4-(6-((S)-4-amino-2-chloro-4,6-dihydrospiro[cyclopenta[d]thiazole-5,4'-piperidin]-1'-yl)-1H-pyrazolo[3,4-b]pyrazin-3-yl)-3-chloropyridin-2-yl)pyrrolidin-3-ol N[C@@H]1C=2N=C(SC2CC12CCN(CC2)C2=CN=C1C(=N2)NN=C1C1=C(C(=NC=C1)N1CC(CC1)O)Cl)Cl